N-(4-(N-(1-(bicyclo[2.2.2]octan-2-yl)ethyl)sulfamoyl)-2-methoxy-5-methylphenyl)-2-methylbenzamide C12C(CC(CC1)CC2)C(C)NS(=O)(=O)C2=CC(=C(C=C2C)NC(C2=C(C=CC=C2)C)=O)OC